2-(2-fluoro-5-methylpyridin-3-yl)-N-[(3S)-9-fluoro-2-oxo-5-phenyl-1,3-dihydro-1,4-benzodiazepine-3-Yl]pyrazolo[1,5-a]pyrimidine-3-carboxamide FC1=NC=C(C=C1C1=NN2C(N=CC=C2)=C1C(=O)N[C@@H]1C(NC2=C(C(=N1)C1=CC=CC=C1)C=CC=C2F)=O)C